10-(4-(2-(4-aminopiperidin-1-yl)-4-(4-cyanophenyl)-1-methyl-6-oxo-1,6-dihydropyrimidin-5-yl)phenoxy)-N-hydroxydecaneamide hydrochloride Cl.NC1CCN(CC1)C=1N(C(C(=C(N1)C1=CC=C(C=C1)C#N)C1=CC=C(OCCCCCCCCCC(=O)NO)C=C1)=O)C